OCC[NH3+] β-hydroxyethyl-ammonium